2-(dichloromethyl)-6,8-difluoroimidazo[1,2-a]pyridine ClC(C=1N=C2N(C=C(C=C2F)F)C1)Cl